BrCCC(=O)N1CCN(C2=CC=CC=C12)CC1CC1 3-bromo-1-(4-(cyclopropylmethyl)-3,4-dihydroquinoxalin-1(2H)-yl)propan-1-one